OC1CCC2=C(C(=CC=C12)[N+](=O)[O-])OC1=CC=C(C(=O)N(C)C)C=C1 4-((1-hydroxy-5-nitro-2,3-dihydro-1H-inden-4-yl)oxy)-N,N-dimethylbenzamide